FC1=C(C=CC=C1CC1C(C(C(N1)=O)(F)F)O)C1=CC(=CC=C1)F 5-[(2,3'-difluoro[1,1'-biphenyl]-3-yl)methyl]-3,3-difluoro-4-hydroxypyrrolidin-2-one